N-(1-((2-(tri-methylsilyl)ethoxy)methyl)-1H-pyrazol-5-yl)pyridin-2-amine C[Si](CCOCN1N=CC=C1NC1=NC=CC=C1)(C)C